FC1(C(C1)C1=NN2C(=NN(C(C2=C1)=O)CC(=O)O)C(C)C)F 2-(2-(2,2-difluorocyclopropyl)-7-isopropyl-4-oxopyrazolo[1,5-d][1,2,4]triazin-5(4H)-yl)acetic acid